C(C)(C)(C)OC(=O)N(C1=C2C(=NS1)C(=C(S2)C[C@H]([C@H](C)F)NC(OC(C)(C)C)=O)C#C[Si](C)(C)C)CC=2SC=CC2 tert-butyl N-[(2R,3S)-1-{3-[(tert-butoxycarbonyl)(thiophen-2-ylmethyl)amino]-6-[2-(trimethylsilyl)ethynyl]thieno[3,2-c][1,2]thiazol-5-yl}-3-fluorobutan-2-yl]carbamate